N-(4-(N-acetylsulfamoyl)phenyl)-3-amino-6-(3-fluoropyridin-4-yl)pyrazine-2-carboxamide C(C)(=O)NS(=O)(=O)C1=CC=C(C=C1)NC(=O)C1=NC(=CN=C1N)C1=C(C=NC=C1)F